2-[4-[5-(2,7-diazaspiro[4.4]nonan-2-yl)pyrimidin-2-yl]-3-methyl-4,8,10,11-tetrazatricyclo[7.4.0.02,7]trideca-1(9),2(7),10,12-tetraen-12-yl]phenol C1N(CCC12CNCC2)C=2C=NC(=NC2)N2C(C=1C=3C=C(N=NC3NC1CC2)C2=C(C=CC=C2)O)C